N-hexylbenzene-1,3-diamine C(CCCCC)NC1=CC(=CC=C1)N